C(C)C(C(=O)O)(C)OC(C=C)=O.COC(C[SiH3])(OC)OC trimethoxyethylsilane ethyl-acryloxypropionate